C(C)(C)(C)N1N=C(C=C1NC=1N=CC(=NC1)C(=O)OC)[C@@H]1C[C@@H](CC1)OC(=O)OC1=CC=C(C=C1)[N+](=O)[O-] methyl 5-((1-(tert-butyl)-3-((1S,3R)-3-(((4-nitrophenoxy)carbonyl)oxy)cyclopentyl)-1H-pyrazol-5-yl)amino)pyrazine-2-carboxylate